O=C1NC(CCC1N1C(C=2C=C3C(=CC2C1=O)OCC1(N3)CCNCC1)=O)=O 7'-(2,6-dioxopiperidin-3-yl)-2'H-spiro[piperidine-4,3'-[1,4]oxazino[2,3-f]isoindole]-6',8'(4'H,7'H)-dione